N-[(1R)-1-(3-Cyano-2-fluoro-phenyl)ethyl]-1-(2-fluorophenyl)-6-oxo-pyridazine-3-carboxamid C(#N)C=1C(=C(C=CC1)[C@@H](C)NC(=O)C1=NN(C(C=C1)=O)C1=C(C=CC=C1)F)F